BrC1=CC=2N=C(N=C(C2N=C1)O)C(F)F 7-bromo-2-(difluoromethyl)pyrido[3,2-d]pyrimidin-4-ol